amido-borate B([O-])([O-])N